[1-methyl-7-[4-(trifluoromethoxy)phenyl]benzimidazol-5-yl]methanamine CN1C=NC2=C1C(=CC(=C2)CN)C2=CC=C(C=C2)OC(F)(F)F